C1(CCC1)N1N=C(C(=C1NC(=O)C1(CC(C1)(F)F)C)C)C1CC(C1)(F)F N-(1-cyclobutyl-3-(3,3-difluoro-cyclobutyl)-4-methyl-1H-pyrazol-5-yl)-3,3-difluoro-1-meth-ylcyclobutane-1-carboxamide